CC=1C=C(C=C(C1O)C)CC1=CC(=C(C(=C1)C)O)C bis(3,5-dimethyl-4-hydroxylphenyl)methane